azo-normal-butane N(=NCCCC)CCCC